ClC1=NC=2N(C(=C1)N1CC(C1)C(=O)N)N=C(C2C2=CC=C(C=C2)Cl)C=2C=NC(=CC2)C#N 1-[5-chloro-3-(4-chlorophenyl)-2-(6-cyano-3-pyridyl)pyrazolo[1,5-a]pyrimidin-7-yl]azetidine-3-carboxamide